5-p-tolyl-1,3,4-oxadiazol-2-amine C1(=CC=C(C=C1)C1=NN=C(O1)N)C